(3-(((4-(2-((6-(4H-1,2,4-triazol-4-yl)-1H-indazol-4-yl)amino)ethoxy)butyl)amino)methyl)-5-(trifluoromethoxy)phenyl)methanol N=1N=CN(C1)C1=CC(=C2C=NNC2=C1)NCCOCCCCNCC=1C=C(C=C(C1)OC(F)(F)F)CO